1-Ethyl-3-(3-Dimethylaminopropyl)carbodiimide Hydrochloride Cl.C(C)N=C=NCCCN(C)C